OC=1C=C(C=C(C1O)OC)C1=NC2=C(N1)C=CC(=C2)N2CCN(CC2)C(=O)C2=CC(=CC=C2)OC (4-(2-(3,4-dihydroxy-5-methoxyphenyl)-1H-benzo[d]imidazol-5-yl)piperazin-1-yl)(3-methoxyphenyl)methanone